OCC=1C(=NN(C1)C(C)C)S(=O)(=O)N (hydroxymethyl)-1-isopropyl-1H-pyrazole-3-sulfonamide